11-(4-Chloro-2,6-dimethylphenyl)-12-hydroxy-1,4-dioxa-9-azadispiro[4.2.48.25]tetradec-11-en-10-on ClC1=CC(=C(C(=C1)C)C=1C(NC2(CCC3(OCCO3)CC2)C1O)=O)C